(2R,3R,4R,5R)-5-Acetamido-2-(acetoxymethyl)-6-((3-oxo-1-phenyl-2,7,10,13-tetraoxa-4-azapentadecan-15-yl)oxy)tetrahydro-2H-pyran-3,4-diyl diacetate C(C)(=O)O[C@H]1[C@H](OC([C@@H]([C@H]1OC(C)=O)NC(C)=O)OCCOCCOCCOCCNC(OCC1=CC=CC=C1)=O)COC(C)=O